tert-butyl peroxypivalate (t-butyl peroxypivalate) C(C)(C)(C)CC(C(=O)OO)(C)C.C(C(C)(C)C)(=O)OOC(C)(C)C